FC=1C=C(OCC2CN(C(O2)C(F)(F)F)C2=CC(=C(C#N)C=C2)C(F)(F)F)C=CC1F 4-(5-((3,4-Difluorophenoxy)methyl)-2-(trifluoromethyl)oxazolidin-3-yl)-2-(trifluoromethyl)benzonitril